CN1N=CC(=C1)C1=NC=C(C(=N1)N1[C@@H]2CN([C@@H](C1)C2)C(=O)C=2SC=CC2)C#N 2-(1-methyl-1H-pyrazol-4-yl)-4-[(1S,4R)-5-(thiophen-2-ylcarbonyl)-2,5-diazabicyclo[2.2.1]hept-2-yl]pyrimidine-5-carbonitrile